FC(C(=O)O)(F)F.NCCC1CN(C(O1)=O)C1=NC2=C(OCC(N2)=O)N=C1 6-[5-(2-aminoethyl)-2-oxo-1,3-oxazolidin-3-yl]-4H-pyrazino[2,3-b][1,4]oxazin-3-one trifluoroacetate salt